O[C@@H](CONC(C1=C(C(=C(C=C1)F)F)NC1=C(C=C(C=C1)I)F)=O)CO N-[(2R)-2,3-Dihydroxypropoxy]-3,4-difluoro-2-[(2-fluoro-4-iodophenyl)amino]-benzamid